4-(3-isopropoxy-6-methyl-2-pyridinyl)piperidin-4-ol C(C)(C)OC=1C(=NC(=CC1)C)C1(CCNCC1)O